[Si]([O-])([O-])([O-])[O-].[Zr+4].N=1C(=CN2C1C=CC=C2)C=2C=C(C=CC2)C(=O)N2CC1C(C1C2)C=2C(=NC=CC2)C(=O)N 3-(3-(3-(imidazo[1,2-a]pyridin-2-yl)benzeneFormyl)-3-azabicyclo[3.1.0]hexane-6-yl)pyridineamide zirconium silicate salt